C(#N)C1=CC(=C(COC2=NN(C=C2C(F)(F)F)C2CCN(CC2)CC2=NC3=C(N2C[C@H]2OCC2)C=C(C=C3)C(=O)OC)C=C1)F (S)-methyl 2-((4-(3-((4-cyano-2-fluorobenzyl)oxy)-4-(trifluoromethyl)-1H-pyrazol-1-yl)piperidin-1-yl)methyl)-1-(oxetan-2-ylmethyl)-1H-benzo[d]imidazole-6-carboxylate